ClC=1C=NC(=C(C(=O)NC2CCC(CC2)CN2C(N(C3=C2C=CC=C3)C=3C=C2C(=NC3)C=CN2)=O)C1)C 5-chloro-2-methyl-N-((1r,4r)-4-((2-oxo-3-(1H-pyrrolo[3,2-b]pyridin-6-yl)-2,3-dihydro-1H-benzo[d]imidazol-1-yl)methyl)cyclohexyl)nicotinamide